N'-(benzenesulfonyl)-2,6-dibromobenzohydrazide C1(=CC=CC=C1)S(=O)(=O)NNC(C1=C(C=CC=C1Br)Br)=O